1-(5-((1r,3r,5r,7r)-adamantan-2-yl)pentyl)-3-((5-(4-chloro-phenyl)-1-(2,4-dichlorophenyl)-4-methyl-1H-pyrazol-3-yl)-methyl)urea C12C(C3CC(CC(C1)C3)C2)CCCCCNC(=O)NCC2=NN(C(=C2C)C2=CC=C(C=C2)Cl)C2=C(C=C(C=C2)Cl)Cl